ClC1=CC(=NC=C1)NC(OC(C)(C)C)=O tert-Butyl 4-chloropyridin-2-ylcarbamate